1-(4-((1-(2-(3,4-dimethoxyphenyl)-3-isopropyl-1H-indol-5-yl)piperidin-4-yl)amino)piperidin-1-yl)ethan-1-one COC=1C=C(C=CC1OC)C=1NC2=CC=C(C=C2C1C(C)C)N1CCC(CC1)NC1CCN(CC1)C(C)=O